C(C)(C)(C)C1C2(CCC(CN1C(C1=CC=CC=C1)(C1=CC=CC=C1)C1=CC=CC=C1)N2)\C=C\OC tert-butyl-1-((E)-2-methoxyvinyl)-3-trityl-3,8-diazabicyclo[3.2.1]octane